2-butoxy-6-chloro-N,N-bis(4-methoxybenzyl)-5-nitropyrimidin-4-amine C(CCC)OC1=NC(=C(C(=N1)N(CC1=CC=C(C=C1)OC)CC1=CC=C(C=C1)OC)[N+](=O)[O-])Cl